NC1(CC1)COC=1C=C(C=C2COC(C12)=O)Br 7-((1-Aminocyclopropyl)methoxy)-5-bromoisobenzofuran-1(3H)-one